FC(C1=NC(=NO1)C=1C=CC=2N(C1)C=C(N2)CNC(CC)=O)(F)F N-((6-(5-(trifluoromethyl)-1,2,4-oxadiazol-3-yl)imidazo[1,2-a]pyridin-2-yl)methyl)propionamide